NC(CO)CCC 2-amino-1-pentanol